ClC=1C=C(C=CC1C1=CC(=NC=C1)O[C@H]1CN(CC1)C=1C=NNC(C1Cl)=O)S(=O)(=O)NCC (R)-3-chloro-4-(2-((1-(5-chloro-6-oxo-1,6-dihydropyridazin-4-yl)pyrrolidin-3-yl)oxy)pyridin-4-yl)-N-ethylbenzenesulfonamide